C12CN(CC(CC1)N2)C=2C1=C(N=C(N2)OCC2(CC2)CN2CCOCC2)CN(CC1)C1=CC(=CC2=CC=CC(=C12)Br)O 4-(4-(3,8-diazabicyclo[3.2.1]octan-3-yl)-2-((1-(morpholinomethyl)cyclopropyl)methoxy)-5,8-dihydropyrido[3,4-d]pyrimidin-7(6H)-yl)-5-bromonaphthalen-2-ol